1-(1H-indol-3-yl)pyrrolidin-2-one N1C=C(C2=CC=CC=C12)N1C(CCC1)=O